(2R,6R)-4-(7-Cyanopyrazolo[1,5-a]pyridin-4-yl)-N-(2-hydroxybutyl)-6-methyl-morpholine-2-carboxamide C(#N)C1=CC=C(C=2N1N=CC2)N2C[C@@H](O[C@@H](C2)C)C(=O)NCC(CC)O